FC1(CNCCC1COC1=NC(=NC=C1F)NC1=CC=C(C=C1)N1C[C@@H](O[C@@H](C1)C)C)F 4-((3,3-difluoropiperidin-4-yl)methoxy)-N-(4-((2S,6R)-2,6-dimethylmorpholino)phenyl)-5-fluoropyrimidin-2-amine